C(C)(C)OCCC(=O)N(CC)CC 3-isopropoxy-N,N-diethylpropionamide